O[C@H](C(=O)N1CC2=C(CCC1)N=C(NC2=O)C2(CC2)C2=CC=CC=C2)C=2C=C(C=CC2)C2=CC(=CC=C2)C(F)(F)F (S)-6-(2-hydroxy-2-(3'-(trifluoromethyl)-[1,1'-biphenyl]-3-yl)acetyl)-2-(1-phenylcyclopropyl)-3,5,6,7,8,9-hexahydro-4H-pyrimido[5,4-c]azepin-4-one